(4,4-difluoro-1-piperidinyl)-[1-(2-morpholino-[1,2,4]triazolo[1,5-a]pyridin-6-yl)pyrrolo[2,3-b]pyridin-5-yl]methanone FC1(CCN(CC1)C(=O)C=1C=C2C(=NC1)N(C=C2)C=2C=CC=1N(C2)N=C(N1)N1CCOCC1)F